N4,N4-ethanocytosin N1C(=O)N=C(N2CC2)C=C1